BrC=1N=C(SC1)[C@H]([C@@H](C(=O)OCC)NC(=O)OC(C)(C)C)OCCN(C)C ethyl (2S,3S)-3-(4-bromothiazol-2-yl)-2-((tert-butoxycarbonyl)amino)-3-(2-(dimethylamino)ethoxy)propanoate